ClC1=C(C=CC=C1)C1=CC=C2C(=NNC2=C1)NC(CCC)=O N-(6-(2-chlorophenyl)-1H-indazol-3-yl)butyramide